BrCC1CCN(CC1)C 4-(bromomethyl)-1-methyl-piperidine